FC(C1=NC=C(C=N1)C(C)O)(F)F 1-(2-(Trifluoromethyl)pyrimidin-5-yl)ethanol